3-[5-[3-[2-(2,2-diethoxyethoxy)ethoxy]prop-1-ynyl]-3-methyl-2-oxo-benzimidazol-1-yl]piperidine-2,6-dione C(C)OC(COCCOCC#CC1=CC2=C(N(C(N2C)=O)C2C(NC(CC2)=O)=O)C=C1)OCC